C1(CC1)C=1C=C2CN(CC2=CC1)C(C(F)(F)F)=O 1-(5-cyclopropylisoindolin-2-yl)-2,2,2-trifluoroethan-1-one